CN(CCN(C1=C(C=C(C(=C1)OC)NC1=NC=CC(=N1)C=1C=CC2=C(N(C(=N2)OC)C(C)C)C1)NC(C=C)=O)C)C N-(2-((2-(dimethylamino)ethyl)(methyl)amino)-5-((4-(1-isopropyl-2-methoxy-1H-benzo[d]imidazole-6-yl)pyrimidin-2-yl)amino)-4-methoxyphenyl)acrylamide